5-(tert-butoxycarbonyl)-3-fluoro-5,6,7,8-tetrahydro-4H-pyrazolo[1,5-a][1,4]diazepine-2-carboxylic acid C(C)(C)(C)OC(=O)N1CC=2N(CCC1)N=C(C2F)C(=O)O